L-1-methyl-5-mercaptotetrazole CN1N=NN=C1S